2-(1-(4-hydroxypiperidine-1-carbonyl)piperidin-4-ylidene)-2-(1H-indazol-3-yl)acetonitrile OC1CCN(CC1)C(=O)N1CCC(CC1)=C(C#N)C1=NNC2=CC=CC=C12